BrC=1N(C=C(N1)C(=O)OCC)COCC[Si](C)(C)C ethyl 2-bromo-1-((2-(trimethylsilyl) ethoxy) methyl)-1H-imidazole-4-carboxylate